COC=1C(=CC=2C(=C3C(=NC2C1)CCC3)N[C@H]3CN(CC3)C(C)C)OC (3R)-N-{6,7-dimethoxy-1H,2H,3H-cyclopenta[b]quinolin-9-yl}-1-(propan-2-yl)pyrrolidin-3-amine